1,1,1-tris-(4-hydroxyphenyl)-ethane OC1=CC=C(C=C1)C(C)(C1=CC=C(C=C1)O)C1=CC=C(C=C1)O